4-pyrazolylborate-pinacol OC(C)(C)C(C)(C)O.N1N=CC(=C1)OB(O)O